N2-(3-(trifluoromethyl)phenyl)-[4,5'-bipyrimidine]-2,2'-diamine FC(C=1C=C(C=CC1)NC1=NC=CC(=N1)C=1C=NC(=NC1)N)(F)F